FC1=CC(=NC=C1)NC(CC[C@H]/1C2C3CCC=4C=CC=CC4C3CC[C@@]2(C(\C1=C/O)=O)C)=O N-(4-fluoropyridin-2-yl)-3-((13S,15S,Z)-16-(hydroxymethylene)-13-methyl-17-oxo-7,8,9,11,12,13,14,15,16,17-decahydro-6H-cyclopenta[a]phenanthren-15-yl)propanamide